butyl 3-[3-[5-(difluoromethyl)-6-[3-(difluoromethyl)-5-methyl-pyrazol-1-yl]-2-pyridyl]-6-[(6-methylpyridazin-3-yl)amino]benzimidazol-5-yl]oxypyrrolidine-1-carboxylate FC(C=1C=CC(=NC1N1N=C(C=C1C)C(F)F)N1C=NC2=C1C=C(C(=C2)NC=2N=NC(=CC2)C)OC2CN(CC2)C(=O)OCCCC)F